CNC1=CC=C(C=C1)[N+](=O)[O-] methyl-para-nitroaniline